6,6-difluoro-N-(5-fluoro-2-methoxy-6-(trifluoromethyl)pyridin-3-yl)-4,5,6,7-tetrahydro-1H-indole-3-sulfonamide FC1(CCC=2C(=CNC2C1)S(=O)(=O)NC=1C(=NC(=C(C1)F)C(F)(F)F)OC)F